FC1=CC(=C(NOC(C)(C)C)C=C1[N+](=O)[O-])OC 4-fluoro-2-methoxy-5-nitro-N-t-butoxyaniline